COC(=O)C1=NC(=C(N=C1N1CCC(CC1)(C)N)O)C1=C(C(=CC=C1)Cl)Cl 3-(4-amino-4-Methyl-1-piperidinyl)-6-(2,3-dichlorophenyl)-5-hydroxy-pyrazine-2-carboxylic acid methyl ester